[2-[2-(aminomethyl)-4,6-dichloro-phenyl]sulfanyl-5-fluoro-phenyl]methanol NCC1=C(C(=CC(=C1)Cl)Cl)SC1=C(C=C(C=C1)F)CO